C(C)(C)N1CCCCC1 1-isopropyl-piperidin